6-bromo-N-(2-chloropyrimidin-4-yl)-2-(4-(1-(3-hydroxypropyl)cyclopropyl)piperidin-1-yl)nicotinamide BrC1=NC(=C(C(=O)NC2=NC(=NC=C2)Cl)C=C1)N1CCC(CC1)C1(CC1)CCCO